3,3'-(1,4-phenylene)bis(1-phenylpropane-1,3-dione) C1(=CC=C(C=C1)C(CC(=O)C1=CC=CC=C1)=O)C(CC(=O)C1=CC=CC=C1)=O